[Cl-].ClCCOC1=C(C=C(C=C1C)[S+](C1=CC=CC=C1)C1=CC=CC=C1)C 4-chloroethoxy-3,5-dimethylphenyldiphenylsulfonium chloride salt